N-(3-chloro-5-fluoroisonicotinyl)-O-((1r,3s)-3-(2-(5,6,7,8-tetrahydro-1,8-naphthyridin-2-yl)ethyl)cyclobutyl)-D-homoserine ClC1=C(CN[C@H](CCOC2CC(C2)CCC2=NC=3NCCCC3C=C2)C(=O)O)C(=CN=C1)F